5-(2-(2-(benzyloxy)pyridin-4-yl)-1H-pyrrolo[2,3-b]pyridin-4-yl)-1H-indazol-3-amine C(C1=CC=CC=C1)OC1=NC=CC(=C1)C1=CC=2C(=NC=CC2C=2C=C3C(=NNC3=CC2)N)N1